IC1NC(I)=C(I)C=1I Iodopyrrole